4-(4-(4-(4-bromobutyl)phenyl)piperidin-1-yl)-2-(trifluoromethyl)benzonitrile BrCCCCC1=CC=C(C=C1)C1CCN(CC1)C1=CC(=C(C#N)C=C1)C(F)(F)F